O=C[C@H](O)[C@@H](O)[C@H](O)[C@H](O)C(=O)O.O=C[C@H](O)[C@@H](O)[C@H](O)[C@H](O)C(=O)O D-glucuronic acid glucuronate